N-cyanomethacrylamide C(#N)NC(C(=C)C)=O